P(=O)(OC)(OC[C@@H](CCCCCCCCCCCCCCCCCC)OCC1=CC(=CC(=C1)C#N)Cl)OC1=C(C=CC=C1)Cl methyl ((R)-2-((3-chloro-5-cyanobenzyl) oxy) eicosyl) (2-chlorophenyl) phosphate